diethylsilyl-bis(cyclopentadienyl)zirconium dichloride [Cl-].[Cl-].C(C)[SiH](CC)[Zr+2](C1C=CC=C1)C1C=CC=C1